CC1=C(C(=O)P(C2=C(C=C(C=C2)OC(C)C)OC(C)C)(C(C2=C(C=C(C=C2C)C)C)=O)=O)C(=CC(=C1)C)C bis(2,4,6-trimethylbenzoyl)-2,4-diisopropoxyphenylphosphine oxide